aniline-2,5-disulfonate monosodium [Na+].NC=1C(=CC=C(C1)S(=O)(=O)O)S(=O)(=O)[O-]